ClC1=CC=C(C=N1)CN1CCN2C1=C(C(CC2OCCC)C)[N+](=O)[O-] 1-(6-chloro-3-pyridinylmethyl)-1,2,3,5,6,7-hexahydro-7-methyl-8-nitro-5-propoxyimidazo[1,2-a]pyridine